C(#C)C=1C=C2CC3(CCNCC3)[C@@H](C2=CC1)N[S@](=O)C(C)(C)C (R)-N-((S)-5-ethynyl-1,3-dihydrospiro[inden-2,4'-piperidin]-1-yl)-2-methylpropan-2-sulfinamide